N-(6-fluoropyridin-3-yl)methylpicolinamide FC1=CC=C(C=N1)CNC(C1=NC=CC=C1)=O